ClC1=CC(=C(C=C1)C1=CC(=C(C=C1)CC)C1=C(C(OC(C1=O)(C)C)(C)C)OC([O-])=O)F 4-(4'-chloro-4-ethyl-2'-fluoro[1,1'-biphenyl]-3-yl)-5,6-dihydro-2,2,6,6-tetramethyl-5-oxo-2H-pyran-3-ylcarbonate